BrC=1C=C(C=C(C1O)Br)C(=O)C1=CN(C2=CN=CC=C21)C2CCOCC2 (3,5-dibromo-4-hydroxyphenyl)(1-(tetrahydro-2H-pyran-4-yl)-1H-pyrrolo[2,3-c]pyridin-3-yl)methanone